O=C1C[C@H](CCC1)NC(OC(C)(C)C)=O (S)-tert-Butyl (3-oxocyclohexyl)carbamate